1-{1-[4,5-Dichloro-3-(1-isopropylazetidin-3-yl)-2-methoxyphenyl]ethyl}-3-methyl-1H-pyrazolo[3,4-d]pyrimidin-4-amine ClC1=C(C(=C(C=C1Cl)C(C)N1N=C(C=2C1=NC=NC2N)C)OC)C2CN(C2)C(C)C